5-(N-benzyl-3-cyanoindol-5-yl)isoxazole-3-carboxylic acid ethyl ester C(C)OC(=O)C1=NOC(=C1)C=1C=C2C(=CN(C2=CC1)CC1=CC=CC=C1)C#N